NC1=CC=C(OC2=CC=C(C=C2)C(C)(C)C2=CC=C(C=C2)OC2=CC=C(C=C2)N)C=C1 bis(4-(4-aminophenoxy)phenyl)propane